(3S,6S)-naphthalen-1-ylmethyl 8-(3-amino-3-oxopropyl)-3-benzyl-6-butyl-4,7-dioxohexahydropyrazino[2,1-c][1,2,4]oxadiazine-1(6H)-carboxylate NC(CCN1CC2N(O[C@H](C(N2[C@H](C1=O)CCCC)=O)CC1=CC=CC=C1)C(=O)OCC1=CC=CC2=CC=CC=C12)=O